3-(4-((2-chloropyrrolo[2,1-f][1,2,4]triazin-4-yl)amino)-1H-imidazol-1-yl)-5-methoxybenzoic acid methyl ester COC(C1=CC(=CC(=C1)OC)N1C=NC(=C1)NC1=NC(=NN2C1=CC=C2)Cl)=O